methanol 2,2,2-trifluoroacetate FC(C(=O)O)(F)F.CO